C1(CC1)C1=NC=NC(=C1C=1N=C(C2=C(N1)C=NC=C2)NCC2=CC=C(C=C2)C=2N(C=C(N2)C(F)(F)F)C)OC 2-(4-cyclopropyl-6-methoxypyrimidin-5-yl)-N-(4-(1-methyl-4-(trifluoromethyl)-1H-imidazol-2-yl)benzyl)pyrido[3,4-d]pyrimidin-4-amine